ClC(CC(=O)OC)=O methyl 3-chloro-3-oxo-propanoate